C(OCC1[C@H]2CCC#CCC[C@@H]12)(ON1C(CCC1=O)=O)=O ((1R,8S,9s)-bicyclo[6.1.0]non-4-yn-9-yl)methyl (2,5-dioxopyrrolidin-1-yl) carbonate